1,1-diphenylacetone C1(=CC=CC=C1)C(C(=O)C)C1=CC=CC=C1